S(=O)([O-])OS(=O)[O-].[Na+].[Na+] sodium disulfite salt